N1=CC=C2N1CCCN2C=2C=NC=1CCN(CC1C2)C2=C(C=C(N=N2)C#N)C 6-(3-(6,7-dihydropyrazolo[1,5-a]pyrimidin-4(5H)-yl)-7,8-dihydro-1,6-naphthyridin-6(5H)-yl)-5-methylpyridazine-3-carbonitrile